ClC=1C=C(COC(=O)N[C@H](C(=O)N[C@H](C(=O)OC)C[C@H]2C(NCC2)=O)CC2CCCCC2)C=CC1 methyl (S)-2-((S)-2-((((3-chlorobenzyl)oxy)carbonyl)amino)-3-cyclohexylpropanamido)-3-((S)-2-oxopyrrolidin-3-yl)propanoate